CSC=1NC(C2=C(N1)NC(CC2C2=C(C=C(C=C2)OC)O)=O)=O 2-methylthio-5-(2-hydroxy-4-methoxyphenyl)-5,6-dihydropyrido[2,3-d]pyrimidine-4,7(3H,8H)-dione